6-chloro-N-[4-chloro-3-(cyclopropylmethoxy)phenyl]pyrido[3,2-d]pyrimidin-4-amine ClC=1C=CC=2N=CN=C(C2N1)NC1=CC(=C(C=C1)Cl)OCC1CC1